(2R)-2-(1-cyclopropyl-triazol-4-yl)morpholine C1(CC1)N1N=NC(=C1)[C@H]1CNCCO1